OC1=C(C=C(C=C1C)C1(CCCCCCCCC1)C1=CC(=C(C(=C1)C)O)C)C 1,1-bis(4-hydroxy-3,5-dimethylphenyl)cyclodecane